N-(1-(5-(3-cyano-6-(2-hydroxy-2-methylpropoxy)pyrazolo[1,5-a]pyridin-4-yl)pyridin-2-yl)-4-methylpiperidin-4-yl)-4-oxo-1,4-dihydropyridine-3-carboxamide C(#N)C=1C=NN2C1C(=CC(=C2)OCC(C)(C)O)C=2C=CC(=NC2)N2CCC(CC2)(C)NC(=O)C2=CNC=CC2=O